ClC1=CC=C2C(=NC=3N(C2=C1)C=NN3)N(C=3C=C(C=CC3)C#CC(C)(O)C3CCC3)C 4-[3-[(8-chloro-[1,2,4]triazolo[4,3-a]quinazolin-5-yl)-methyl-amino]phenyl]-2-cyclobutyl-but-3-yn-2-ol